CN(C1=CC(=C(C=C1)OC)NC([C@H]1N(CCC1)C(=O)OC(C)(C)C)=O)C1=CC(OC2=CC=CC=C12)=O 4-(N-methyl-N-(3-(N-Boc-L-prolylamino)-4-methoxyphenyl)-amino)-coumarin